4-Benzyl-3,4-dihydro-2H-benzo[b][1,4]oxazin-6-yl-2-oxooxazolidine-3-sulfonamide C(C1=CC=CC=C1)N1C2=C(OCC1)C=CC(=C2)C2N(C(OC2)=O)S(=O)(=O)N